methyl 2-(3-bromo-2-methylphenyl)-5-methylthiooxazole-4-carboxylate BrC=1C(=C(C=CC1)C=1OC(=C(N1)C(=O)OC)SC)C